C1(=C2N(C=N1)CCC2)C(C(=O)OCC)N2N=C1C(=C(C=C(C1=C2)C(F)(F)F)C2=CC=C(C=C2)OCCN2CCC(CC2)CO)C ethyl 2-(6,7-dihydro-5H-pyrrolo[1,2-c]imidazol-1-yl)-2-(6-(4-(2-(4-(hydroxymethyl)piperidin-1-yl)ethoxy)phenyl)-7-methyl-4-(trifluoromethyl)-2H-indazol-2-yl)acetate